1-(pyridin-2-yl)-ethan-1-one N1=C(C=CC=C1)C(C)=O